CC1CC(CCCCCCCCCCC(C1)=O)=O 3-methyl-1,5-cyclopentadecanedione